imino(4-((7-methoxy-1,8-naphthyridin-4-yl)oxy)phenyl)(methyl)-λ6-sulfanone N=S(=O)(C)C1=CC=C(C=C1)OC1=CC=NC2=NC(=CC=C12)OC